COC(CC(CC(O)C1=CC(=CC2=CC=CC(=C12)Br)OCOC)=O)=O 5-(8-bromo-3-(methoxymethoxy)naphthalen-1-yl)-5-hydroxy-3-oxopentanoic acid methyl ester